7-(2-(dimethylamino)ethoxy)-2H-chromen-2-one CN(CCOC1=CC=C2C=CC(OC2=C1)=O)C